1-cyclopentyl-5-(3-(trifluoromethyl)pyridin-2-yl)-1H-1,2,4-triazole-3-carboxylic acid ethyl ester C(C)OC(=O)C1=NN(C(=N1)C1=NC=CC=C1C(F)(F)F)C1CCCC1